N1C=C(C=2C1=NC=CC2)C(=O)\N=C\2/SC=CN2CCC(=O)OC (Z)-methyl 3-(2-((1H-pyrrolo[2,3-b]pyridine-3-carbonyl)imino)thiazol-3(2H)-yl)propanoate